1-((4-((2S,3S)-3-hydroxy-2-methylazetidine-1-carbonyl)oxazol-2-yl)methyl)-4-(thiazol-5-yl)pyridin-2(1H)-one O[C@@H]1[C@@H](N(C1)C(=O)C=1N=C(OC1)CN1C(C=C(C=C1)C1=CN=CS1)=O)C